2-(2-phenyl-2-(p-tolyl)vinyl)succinic acid C1(=CC=CC=C1)C(=CC(C(=O)O)CC(=O)O)C1=CC=C(C=C1)C